N1C(=CC2=CC=CC=C12)CC(C(=O)[O-])O indole-lactate